ClC1=CC(=C(COC2=CC=CC(=N2)C2CCN(CC2)CC2=NC=3C(=NC(=CN3)C(=O)O)N2CCOC)C=C1)F 2-[(4-{6-[(4-chloro-2-fluorobenzyl)oxy]pyridin-2-yl}piperidin-1-yl)methyl]-1-(2-methoxyethyl)-1H-imidazo[4,5-b]pyrazine-6-carboxylic acid